[C@@H]1([C@H](O)C[C@H](O1)CO)C1=NC(=C2NC=NC2=N1)NC(CCCC[C@@H]1SC[C@@H]2NC(=O)N[C@H]12)=O 3-deoxy-β-D-ribofuranosyl-N6-Biotinyl-adenine